rac-(R)-6-(3-fluoro-3-methylpyrrolidin-1-yl)quinoline-4-carboxylic acid F[C@]1(CN(CC1)C=1C=C2C(=CC=NC2=CC1)C(=O)O)C |r|